BrC=1SC(=CN1)\C(\C)=N/[S@@](=O)C(C)(C)C (NZ,S)-N-[1-(2-bromothiazol-5-yl)ethylidene]-2-methyl-propane-2-sulfinamide